C(C)(=O)C1=NN(C2=C(C=C(C=C12)C=1C=NC(=NC1)C)F)CC(=O)N1[C@@H]2C[C@@]2(C[C@H]1C(=O)NC1=NC(=CC=C1C)Br)C (1R,3S,5R)-2-(2-(3-acetyl-7-fluoro-5-(2-methylpyrimidin-5-yl)-1H-indazol-1-yl)acetyl)-N-(6-bromo-3-methylpyridin-2-yl)-5-methyl-2-azabicyclo[3.1.0]hexane-3-carboxamide